[Br-].ClCCCCCC/C=C/C[P+](C1=CC=CC=C1)(C1=CC=CC=C1)C1=CC=CC=C1 (2E)-(9-chloro-2-nonenyl)triphenyl-phosphonium bromide